1-Phenyl-3-(4-(2-(4-(3-(piperidin-1-yl)propoxy)phenyl)thiazol-4-yl)phenyl)urea C1(=CC=CC=C1)NC(=O)NC1=CC=C(C=C1)C=1N=C(SC1)C1=CC=C(C=C1)OCCCN1CCCCC1